(R)-2-hydroxy-N-(4-isopropoxyphenyl)propanamide O[C@@H](C(=O)NC1=CC=C(C=C1)OC(C)C)C